1-(4-chlorophenyl)-1H-pyrazol-3-yl-3-methyl-1-(thiazol-2-yl)-1H-pyrazole-4-carboxylate ClC1=CC=C(C=C1)N1N=C(C=C1)C1=C(C(=NN1C=1SC=CN1)C)C(=O)[O-]